ethyl 3-(3-{[6-(benzyloxy)-2,2-dioxo-2H-1,2λ6,3-benzoxathiazin-3(4H)-yl]methyl}-4-methylphenyl)-3-[1-(3-hydroxypropyl)-4-methyl-1H-benzotriazol-5-yl]propanoate C(C1=CC=CC=C1)OC=1C=CC2=C(CN(S(O2)(=O)=O)CC=2C=C(C=CC2C)C(CC(=O)OCC)C2=C(C3=C(N(N=N3)CCCO)C=C2)C)C1